FC1(C[C@H](CC1)NC1=NC=C(C#N)C=C1)F (S)-6-((3,3-difluorocyclopentyl)amino)nicotinonitrile